FC1=C(C=NN1C)C1=NC=CC(=N1)NC=1N=CC2=C(C=CC(=C2C1)C(C)C)N1CC(C1)N(S(=O)(=O)C)C N-(1-(3-((2-(5-Fluoro-1-methyl-1H-pyrazol-4-yl)pyrimidin-4-yl)amino)-5-isopropylisoquinolin-8-yl)azetidin-3-yl)-N-methyl-methanesulfonamide